ClC1=C(C=C(C(=O)N2CC=3N=C(N(C(C3C[C@H]2C)=O)[C@H]2C[C@H](C2)CC(=O)NC)NC(C)C)C=C1)C(F)(F)F 2-((cis)-3-((R)-7-(4-chloro-3-(trifluoromethyl)benzoyl)-2-(isopropylamino)-6-methyl-4-oxo-5,6,7,8-tetrahydropyrido[3,4-d]pyrimidin-3(4H)-yl)cyclobutyl)-N-methylacetamide